C[C@H]1N([C@H](CC1)C)C=1OC2=C(N1)C=CC(=C2)N 2-((2R,5S)-2,5-dimethylpyrrolidin-1-yl)-6-aminobenzo[d]oxazole